5-nitro-3-[2-[4-(2-piperazin-1-ylethyl)piperazin-1-yl]-4-pyridyl]-1H-indazole [N+](=O)([O-])C=1C=C2C(=NNC2=CC1)C1=CC(=NC=C1)N1CCN(CC1)CCN1CCNCC1